CN1C(C2=CC=CC=C2CC1)(C#N)C=1C=C(C=CC1)C 2-methyl-1-(m-tolyl)-1,2,3,4-tetrahydroisoquinoline-1-carbonitrile